acetyl(2-fluorobenzyl)amino-7-[(dimethylamino)methyl]-6-hydroxy-1-benzothiophene-3-carboxylate C(C)(=O)C1=CC(=C(C2=C1C(=C(S2)NCC2=C(C=CC=C2)F)C(=O)[O-])CN(C)C)O